C12CNCC(CC1)N2C=2SC=1CN(CCC1N2)C(=O)C2=CC=CC=1OC(OC12)(F)F (2-(3,8-diazabicyclo[3.2.1]octan-8-yl)-6,7-dihydrothiazolo[5,4-c]pyridin-5(4H)-yl)(2,2-difluorobenzo[d][1,3]dioxol-4-yl)methanone